tert-butyl 5-(4,4,5,5-tetramethyl-1,3,2-dioxaborolan-2-yl)pyrazolo[3,4-b]pyridine-1-carboxylate CC1(OB(OC1(C)C)C=1C=C2C(=NC1)N(N=C2)C(=O)OC(C)(C)C)C